4-(4-benzylpiperazin-1-yl)-3-nitroquinoline C(C1=CC=CC=C1)N1CCN(CC1)C1=C(C=NC2=CC=CC=C12)[N+](=O)[O-]